1-(3-(N,N-dimethylsulfamoyl)phenyl)-N-(3-(furan-2-yl)phenyl)-3-methyl-5-oxo-4,5-dihydro-1H-pyrazole-4-carboxamide CN(S(=O)(=O)C=1C=C(C=CC1)N1N=C(C(C1=O)C(=O)NC1=CC(=CC=C1)C=1OC=CC1)C)C